C(C)(C)(C)OC(=O)N1[C@H](C[C@@H](CC1)C)C(=O)N[C@H](C(=O)N(CCCCCC)[C@H](C[C@@H](OCC)C=1SC=C(N1)C(=O)O)C(C)C)[C@H](CC)C 2-[(1R,3R)-3-[(2S,3S)-2-{[(2R,4R)-1-[(tert-Butoxy)carbonyl]-4-methylpiperidin-2-yl]formamido}-N-hexyl-3-methylpentanamido]-1-ethoxy-4-methylpentyl]-1,3-thiazole-4-carboxylic acid